(5S)-5-[[tert-butyl(diphenyl)silyl]oxymethyl]pyrrolidin-2-one [Si](C1=CC=CC=C1)(C1=CC=CC=C1)(C(C)(C)C)OC[C@@H]1CCC(N1)=O